5-(2-(diethylamino)pyrimidin-4-yl)-4-methylthiazol-2-amine C(C)N(C1=NC=CC(=N1)C1=C(N=C(S1)N)C)CC